1,1,1,3,3,3-hexafluoropropan-2-yl 4-(7-fluoro-4,5-dihydropyrazolo[1,5-a]quinolin-2-yl)piperazine-1-carboxylate FC=1C=C2CCC=3N(C2=CC1)N=C(C3)N3CCN(CC3)C(=O)OC(C(F)(F)F)C(F)(F)F